Xylenediamin C=1(C(=C(C(=CC1)N)N)C)C